5-(3-fluorophenyl)-4-((4-methoxyphenyl)sulfonyl)-2-((methylthio)methyl)-2,3-dihydrofuran FC=1C=C(C=CC1)C1=C(CC(O1)CSC)S(=O)(=O)C1=CC=C(C=C1)OC